(S)-3-(2,4-difluorophenyl)-N-(9-(3-hydroxyl-3-methylbut-1-yn-1-yl)-5-methyl-4-oxo-2,3,4,5-tetrahydropyrido[3,2-b][1,4]oxazepine-3-yl)imidazo[2,1-b]thiazole-6-carboxamide FC1=C(C=CC(=C1)F)C=1N2C(SC1)=NC(=C2)C(=O)N[C@@H]2C(N(C1=C(OC2)C(=CC=N1)C#CC(C)(C)O)C)=O